C(C)(C)(C)OC(=O)N1C[C@H](CC1)C(NC=1SC2=C(N1)C=CC(=C2)Br)=O.COS(=O)(=O)[O-].C(CCCCCCCCCCCCCCCCC)(=O)CC(C[N+](C)(C)CC(CC(CCCCCCCCCCCCCCCCC)=O)O)O N,N-bis-(stearoyl-2-hydroxypropyl)-N,N-dimethyl-ammonium methyl-sulfate tert-butyl-(S)-3-((6-bromobenzo[d]thiazol-2-yl)carbamoyl)pyrrolidine-1-carboxylate